CC([O-])C.[Zr+4].CC([O-])C.CC([O-])C.CC([O-])C zirconium Isopropoxide